7-fluoro-5-formyl-3,4-dihydroisoquinoline-2(1H)-carboxylic acid tert-butyl ester C(C)(C)(C)OC(=O)N1CC2=CC(=CC(=C2CC1)C=O)F